13-chloro-5,20-difluoro-14,19-dimethoxy-16,16-dioxo-9-oxa-16λ6-thia-4,17-diazatetracyclo[16.3.1.111,15.02,7]tricosa-1(21),2(7),3,5,11,13,15(23),18(22),19-nonaen-10-one ClC=1C=C2C(OCC=3C=C(N=CC3C3=CC(=C(C(NS(C(C1OC)=C2)(=O)=O)=C3)OC)F)F)=O